FC1=C(C=C(CC2=NNC(C3=CC=CC=C23)=O)C=C1)N1C(CC2=CC=CC=C12)=O 4-(4-Fluoro-3-(2-oxoindolin-1-yl)benzyl)phthalazin-1(2H)-on